CC1=NN=C(O1)[C@@H]1[C@H](CC1)C=1NC(C2=C(N1)N(N=C2C#N)[C@H](C)C=2C=NC(=CC2)C(F)(F)F)=O 6-((1S,2S)-2-(5-Methyl-1,3,4-oxadiazol-2-yl)cyclobutyl)-4-oxo-1-((R)-1-(6-(trifluoromethyl)pyridin-3-yl)ethyl)-4,5-dihydro-1H-pyrazolo[3,4-d]pyrimidin-3-carbonitril